propanenitrile, methanesulfonate salt CS(=O)(=O)O.C(CC)#N